N-[5-(2,6-difluoro-4-methoxyphenyl)-2-(4,6-dimethylpyridin-2-yl)-1-methyl-3-oxo-2,3-dihydro-1H-pyrazol-4-yl]-4-(difluoromethoxy)benzamide FC1=C(C(=CC(=C1)OC)F)C1=C(C(N(N1C)C1=NC(=CC(=C1)C)C)=O)NC(C1=CC=C(C=C1)OC(F)F)=O